OC=1C=C(C=CC1)NC1=NC=C(C(=N1)NC1=CC(=CC=C1)O)F N2,N4-bis(3-hydroxyphenyl)-5-fluoro-2,4-pyrimidinediamine